COC=1C=CC=C(C1)C1=CC=CC=C1 5-methoxy-1,1-biphenyl